8-chloro-1,7-naphthyridine-2-carbaldehyde ClC=1N=CC=C2C=CC(=NC12)C=O